N-(3-((2-aminopyrimidin-5-yl)ethynyl)-2,4-difluorophenyl)-5-chloro-2-cyanobenzenesulfonamide NC1=NC=C(C=N1)C#CC=1C(=C(C=CC1F)NS(=O)(=O)C1=C(C=CC(=C1)Cl)C#N)F